CN(C(OC1=C(C=C2C(=C(C(OC2=C1)=O)CC1=C(C(=CC=C1)NS(NC)(=O)=O)Cl)CN1CCNCC1)Cl)=O)C 6-chloro-3-(2-chloro-3-((N-methylsulfamoyl)amino)benzyl)-2-oxo-4-(piperazin-1-ylmethyl)-2H-chromen-7-yl dimethylcarbamate